4-(2,3-dihydrobenzo[b][1,4]dioxin-6-yl)-1H-pyrazole O1C2=C(OCC1)C=C(C=C2)C=2C=NNC2